2-(6-azaspiro[2.5]octan-1-yl)ethan-1-ol hydrochloride Cl.C1(CC12CCNCC2)CCO